Cl.Cl.N1=C(N=CC=C1)N1N=CN=C1[C@H]1NCSC1 (R)-4-{1-(pyrimidin-2-yl)-1H-1,2,4-triazol-5-yl}thiazolidine dihydrochloride